5-Chloro-2-[2-[[(3R)-1-ethyl-3-piperidyl]amino]oxazolo[4,5-b]pyridin-5-yl]-3-methyl-phenol ClC=1C=C(C(=C(C1)O)C1=CC=C2C(=N1)N=C(O2)N[C@H]2CN(CCC2)CC)C